9-(adamantan-1-yl)-2-bromo-9,10-dihydrophenanthrene-9-ol C12(CC3CC(CC(C1)C3)C2)C2(C3=CC=CC=C3C=3C=CC(=CC3C2)Br)O